aminoglucosyl-(glucosaminyl)-L-serine N[C@](N(C1[C@H](N)[C@@H](O)[C@H](O)[C@H](O1)CO)C1[C@H](O)[C@@H](O)[C@H](O)[C@H](O1)CO)(CO)C(=O)O